COC=1C=C(C=CC1OC)C=1NC2=CC=C(C=C2C1CC)OC1CCN(CC1)C1CCN(CC1)CC(C)C 2-(3,4-Dimethoxyphenyl)-3-ethyl-5-((1'-isobutyl-[1,4'-bipiperidin]-4-yl)oxy)-1H-indol